(S)-2-(8-chloro-6-fluoro-2-(1H-indole-6-carbonyl)-2,3-dihydro-1H-pyrrolo[3,2,1-ij]quinazolin-7-carboxamido)-3-(3-(methylsulfonyl)phenyl)propionic acid ClC1=CC=2CN(CN3C2C(=C1C(=O)N[C@H](C(=O)O)CC1=CC(=CC=C1)S(=O)(=O)C)C(=C3)F)C(=O)C3=CC=C1C=CNC1=C3